4-[(1S,3R,4S,5R)-5-{[4-cyclopropyl-1-(2,6-dichlorophenyl)-1H-pyrazol-5-yl]methoxy}-3-methyl-2-azabicyclo[2.2.1]heptan-2-yl]-2-fluorobenzoic acid C1(CC1)C=1C=NN(C1CO[C@H]1[C@@H]2[C@H](N([C@H](C1)C2)C2=CC(=C(C(=O)O)C=C2)F)C)C2=C(C=CC=C2Cl)Cl